O1COC2=C1C=CC(=C2)C=2C=CC(=C(C2)NC2=NC=NC1=CC(=C(C=C21)OC2CCN(CC2)C(C=C)=O)OC)OC 1-(4-((4-((5-(benzo[d][1,3]dioxol-5-yl)-2-methoxyphenyl)amino)-7-methoxyquinazolin-6-yl)oxy)piperidin-1-yl)prop-2-en-1-one